2,4-difluoro-1,3,5-triazine FC1=NC=NC(=N1)F